(1S,5S,6S)-6-hydroxy-8-(2-phenylpropane-2-yl)-3,8-diazabicyclo[3.2.1]octane-3-carboxylic acid tert-butyl ester C(C)(C)(C)OC(=O)N1C[C@@H]2C[C@@H]([C@H](C1)N2C(C)(C)C2=CC=CC=C2)O